BrC1=NN(C2=C1C=NC=C2)C2CCOCC2 3-bromo-1-(oxan-4-yl)pyrazolo[4,3-c]pyridine